5-bromo-2-hydrazineyl-4-methylpyridine BrC=1C(=CC(=NC1)NN)C